C1=CC2=C(C(=C1)O)C(=O)NC2=O hydroxyphthalimide